N-[4-({5-[(4-bromo-2-fluorophenyl)amino]-4-methylpyridin-3-yl}methyl)-3-fluoropyridin-2-yl]acetamide BrC1=CC(=C(C=C1)NC=1C(=C(C=NC1)CC1=C(C(=NC=C1)NC(C)=O)F)C)F